4-((2S,3S)-4-acryloyl-3-methylmorpholin-2-yl)-6-chloro-5'-methoxy-N-methyl-[2,4'-bipyridine]-2'-carboxamide C(C=C)(=O)N1[C@H]([C@@H](OCC1)C1=CC(=NC(=C1)Cl)C1=CC(=NC=C1OC)C(=O)NC)C